(3R,6S)-6-methylpiperidine-3-carboxylic acid C[C@H]1CC[C@H](CN1)C(=O)O